N-[(4,6-dimethyl-2-oxo-1H-pyridin-3-yl)methyl]-5-ethyl-6-[ethyl-(oxetan-4-yl)amino]-2-(1-prop-2-ylpiperidin-4-yl)-1-benzofuran-4-carboxamide CC1=C(C(NC(=C1)C)=O)CNC(=O)C=1C(=C(C=C2C1C=C(O2)C2CCN(CC2)C(C)C)N(C2CCO2)CC)CC